CC(C(=O)NC1=CC=C(C=C1)C(F)(F)F)C 2-methyl-N-(4-(trifluoromethyl)phenyl)propanamide